NC1=C(C(=O)O)C(=CC=C1)C(F)(F)F 2-amino-6-(trifluoromethyl)benzoic acid